tert-butyl 7-(6-(7-((4-methyl-3-(methylsulfonyl)benzamido)methyl)-1,6-naphthyridin-2-yl)pyridin-2-yl)-4,7-diazaspiro[2.5]octane-4-carboxylate CC1=C(C=C(C(=O)NCC2=NC=C3C=CC(=NC3=C2)C2=CC=CC(=N2)N2CCN(C3(CC3)C2)C(=O)OC(C)(C)C)C=C1)S(=O)(=O)C